C(C)C1=C(C=CC(=N1)N)C1=C(C=CC2=C1OCCCC2)F 6-ethyl-5-(8-fluoro-2,3,4,5-tetrahydrobenzo[b]oxepin-9-yl)pyridin-2-amine